C(C1=CC=CC=C1)OC1=NC(=CC=C1C1=CC(=C(C=C1OC)N1CCN(CC1)C(=O)OC(C)(C)C)F)OCC1=CC=CC=C1 tert-butyl 4-(4-(2,6-bis(benzyloxy)pyridin-3-yl)-2-fluoro-5-methoxyphenyl)piperazine-1-carboxylate